C(CCC)[Si](C=1C=C(C=CC1)P(N(P(C1=CC=C(C=C1)[Si](CCC)(CCC)CCC)C1=CC=C(C=C1)[Si](CCC)(CCC)CCC)C(C)C(C)C)C1=CC(=CC=C1)[Si](CCCC)(CCCC)CCCC)(CCCC)CCCC N-(bis(3-(tributylsilyl)phenyl)phosphaneyl)-N-(3-methylbutan-2-yl)-1,1-bis(4-(tripropylsilyl)phenyl)phosphanamine